C1(CC1)C1=NC=NC(=C1C=1N=CC2=C(N1)C(=NN2)CC2=CC(=C(C=C2)C=2N(C=C(N2)C(F)(F)F)C)F)OC 5-(4-cyclopropyl-6-methoxypyrimidin-5-yl)-3-(3-fluoro-4-(1-methyl-4-(trifluoromethyl)-1H-imidazol-2-yl)benzyl)-1H-pyrazolo[4,3-d]pyrimidine